C(CCC)OC1C=CC2=CC=CC=C12 butoxyindene